[(2R,3R,4S,5R)-5-(4-amino-5-fluoro-2-oxopyrimidin-1-yl)-2-(chloromethyl)-4-fluoro-3-[(2-methylpropanoyl) oxy]oxolan-2-yl]methyl 2-methylpropanoate CC(C(=O)OC[C@]1(O[C@H]([C@H]([C@@H]1OC(C(C)C)=O)F)N1C(N=C(C(=C1)F)N)=O)CCl)C